imidazole compound with methyl iodide CI.N1C=NC=C1